FC(C=1C=C(C=CC1OC1=C2C(=NC=C1)NC=C2)N2C(N(CC2=O)C2=CC(=CC=C2)OC(F)(F)F)=O)F 3-[3-(difluoromethyl)-4-(1H-pyrrolo[2,3-b]pyridin-4-yloxy)phenyl]-1-[3-(trifluoromethoxy)phenyl]-2,4-imidazolidinedione